C(C)OC(=O)C12CN(CC2(C1)C(F)(F)F)C1=C2C(=NC=C1)N(N=C2)C ethyl-3-(1-methyl-1H-pyrazolo[3,4-b]pyridin-4-yl)-5-(trifluoromethyl)-3-azabicyclo[3.1.0]hexane-1-carboxylate